(R)-2-((5-(2-(6-((4-(dimethylamino)-4-oxobutyl)(methyl)amino)-2-methylhexan-3-yl)-2,6-diazaspiro[3.4]oct-6-yl)-1,2,4-triazin-6-yl)oxy)-N-ethyl-5-fluoro-N-isopropylbenzamide CN(C(CCCN(CCC[C@H](C(C)C)N1CC2(C1)CN(CC2)C=2N=CN=NC2OC2=C(C(=O)N(C(C)C)CC)C=C(C=C2)F)C)=O)C